tert-butyl (R)-3-((4-(2-methoxy-4-(2H-1,2,3-triazol-2-yl)phenyl)pyrido[3,4-d]pyridazin-1-yl)thio)piperidine-1-carboxylate COC1=C(C=CC(=C1)N1N=CC=N1)C=1N=NC(=C2C1C=NC=C2)S[C@H]2CN(CCC2)C(=O)OC(C)(C)C